5-(4-((1R,5S)-3,8-diazabicyclo[3.2.1]octan-3-yl)-8-fluoro-2-(((2R,7aS)-2-fluorotetrahydro-1H-pyrrolizin-7a(5H)-yl)methoxy)quinazolin-7-yl)-2-methyl-4-(trifluoromethyl)aniline [C@H]12CN(C[C@H](CC1)N2)C2=NC(=NC1=C(C(=CC=C21)C=2C(=CC(=C(N)C2)C)C(F)(F)F)F)OC[C@]21CCCN1C[C@@H](C2)F